CNC(C(=O)OC)CC1=CC=CC=C1 methyl 2-(methylamino)-3-phenylpropionate